(2s)-2-amino-4-[[4,4,4-trifluoro-3-(triazol-2-yl)butyl]sulfonimidoyl]butanoic acid N[C@H](C(=O)O)CCS(=O)(=N)CCC(C(F)(F)F)N1N=CC=N1